ClC1=CC=C(C=N1)S(=O)(=O)NC=1C=CC=C2C=CC(=NC12)CN(C)C 6-Chloro-N-(2-((dimethylamino)methyl)quinolin-8-yl)pyridine-3-sulfonamide